2-[5-(3-amino-pyrrolidin-1-yl)-pyridin-2-ylamino]-7-cyclopentyl-7H-pyrrolo[2,3-d]pyrimidine-6-carboxylic acid NC1CN(CC1)C=1C=CC(=NC1)NC=1N=CC2=C(N1)N(C(=C2)C(=O)O)C2CCCC2